NCC(NCC(N[C@H](C(NCC(NCOCCC(=O)O)=O)=O)CC1=CC=CC=C1)=O)=O (S)-16-amino-10-benzyl-6,9,12,15-tetraoxo-3-oxa-5,8,11,14-tetraazahexadecanecarboxylic acid